FC(C(=O)N1[C@H](C2=CC=CC=C2CC1)C1=CC=C(C=C1)F)(C1(CN2CCC1CC2)O)F 2,2-difluoro-1-((S)-1-(4-fluorophenyl)-3,4-dihydroisoquinolin-2(1H)-yl)-2-(3-hydroxyquinuclidin-3-yl)ethan-1-one